(3S)-1-prop-2-enoylpyrrolidin C(C=C)(=O)N1CCCC1